thiophenol iron [Fe].C1(=CC=CC=C1)S